(S)-2-amino-3-(4-(tert-butoxycarbonyl)-2-chlorophenyl)propanoic acid N[C@H](C(=O)O)CC1=C(C=C(C=C1)C(=O)OC(C)(C)C)Cl